[N+](=O)([O-])[N-]C=1OC=CC1 nitrofuranylamide